BrC1=CC(=C(C(=C1)F)O)F 4-bromo-2,6-difluoro-Phenol